1-(4-Bromophenoxy)-2-iodobenzene BrC1=CC=C(OC2=C(C=CC=C2)I)C=C1